Cl.FC1CC(C1)NC(C)C (1r,3r)-3-fluoro-N-isopropylcyclobutan-1-amine hydrochloride